FC=1C(NC(NC1)=O)=O C5-fluorouracil